FC([C@]12N(C=3C(=NN=C(C3)C3=C(C(=CC=C3)F)O)NC1)C[C@@H](C2)N2N=CC=1CNCCC12)F 2-((6aR,8R)-6a-(difluoromethyl)-8-(4,5,6,7-tetrahydro-1H-pyrazolo[4,3-c]pyridin-1-yl)-5,6,6a,7,8,9-hexahydropyrrolo[1',2':4,5]pyrazino[2,3-c]pyridazin-2-yl)-6-fluorophenol